F[C@@H]1CN(CC1)C(=O)[C@@H]1CCCC=2N1C(N(N2)CC=2C=NC(=CC2)OC)=O (5S)-5-{[(3S)-3-Fluoropyrrolidin-1-yl]carbonyl}-2-[(6-methoxypyridin-3-yl)methyl]-5,6,7,8-tetrahydro[1,2,4]triazolo[4,3-a]pyridin-3(2H)-one